ClC1=NN(C2=NC(=NC=C21)Cl)CCCOC2=NN(C(=C2[N+](=O)[O-])C)C2COCCCC2 3,6-di-chloro-1-(3-((5-methyl-4-nitro-1-(oxepan-3-yl)-1H-pyrazol-3-yl)oxy)propyl)-1H-pyrazolo[3,4-d]pyrimidine